6-(1-acetyl-3-(fluoromethyl)pyrrolidin-3-yl)-8-methoxy-2-methyl-4-(((R)-1-(2-methyl-3-nitrophenyl)ethyl)amino)pyrido[4,3-d]pyrimidine-7(6H)-one C(C)(=O)N1CC(CC1)(CF)N1C=C2C(N=C(N=C2N[C@H](C)C2=C(C(=CC=C2)[N+](=O)[O-])C)C)=C(C1=O)OC